6-(Methoxy-d3)-N-(methylsulfonyl)-5-nitropyridine-2-carboxamide C(OC1=C(C=CC(=N1)C(=O)NS(=O)(=O)C)[N+](=O)[O-])([2H])([2H])[2H]